O=C1C(=CN=CN1)C(=O)Cl 6-oxo-1,6-dihydropyrimidine-5-carbonyl chloride